9-(4-methoxybenzyl)-6-(1H-pyrazolo[4,3-c]pyridin-3-yl)-2-(6-methylpyridin-2-yl)-9H-purine COC1=CC=C(CN2C3=NC(=NC(=C3N=C2)C2=NNC3=C2C=NC=C3)C3=NC(=CC=C3)C)C=C1